ClC=1C(=NC=CC1SC=1C=CC=2C(=NC=C(N2)N2CCC(CC2)C)N1)N 3-chloro-4-((2-(4-methylpiperidin-1-yl)pyrido[2,3-b]pyrazin-6-yl)thio)pyridin-2-amine